tert-butyl 4-(6-tributylstannyl-3-pyridyl)piperidine-1-carboxylate C(CCC)[Sn](C1=CC=C(C=N1)C1CCN(CC1)C(=O)OC(C)(C)C)(CCCC)CCCC